FC1=CC=C2C3=CC(=NN3CC=3C=NN(C3C3=CN=C(C(O[C@@H](C2=C1)C)=C3)N)CCF)C (19R)-16-fluoro-3-(2-fluoroethyl)-10,19-dimethyl-20-oxa-3,4,8,9,23-pentaazapentacyclo[19.3.1.02,6.08,12.013,18]pentacosa-1(24),2(6),4,9,11,13,15,17,21(25),22-decaen-22-amine